6-[(2R,6S)-2-(1-cyclopropyl-1H-pyrazol-4-yl)-6-methyl-4-morpholinyl]-8-(2,4-difluorophenyl)-3-methyl-2-(trifluoromethyl)-pyrimido[5,4-d]pyrimidin-4(3H)-one C1(CC1)N1N=CC(=C1)[C@@H]1CN(C[C@@H](O1)C)C=1N=C(C=2N=C(N(C(C2N1)=O)C)C(F)(F)F)C1=C(C=C(C=C1)F)F